ClC1=NC(=NC(=N1)Cl)C1=CC2=CC=C(C=C2C=C1)C1=CC=CC=C1 2,4-dichloro-6-(6-phenyl-naphthalene-2-yl)-1,3,5-triazine